N-(3-Chloro-5-(trifluoromethyl)phenyl)-3-((6-(4-hydroxypiperidin-1-yl)imidazo[1,2-b]pyridazin-3-yl)ethynyl)-2-methylbenzamide ClC=1C=C(C=C(C1)C(F)(F)F)NC(C1=C(C(=CC=C1)C#CC1=CN=C2N1N=C(C=C2)N2CCC(CC2)O)C)=O